N-(6-methyl-2-oxo-1-(2,2,2-trifluoroethyl)-5-(2,3,6-trifluorophenyl)piperidin-3-yl)-2'-oxo-1',2',4,6-tetrahydrospiro[cyclopenta[b]furan-5,3'-pyrrolo[2,3-b]pyridine]-2-formamide CC1C(CC(C(N1CC(F)(F)F)=O)NC(=O)C1=CC2=C(O1)CC1(C(NC3=NC=CC=C31)=O)C2)C2=C(C(=CC=C2F)F)F